CC1=CC=C(C=C1)S(=O)(=O)[O-].[SH3+] sulfonium p-toluenesulfonate